FC1=CC=CC(=N1)NC1=CC2=C(N=C(S2)NC(=O)C2C(C3C=CC2C3)C(=O)O)C=C1 3-[[6-[(6-fluoro-2-pyridinyl)amino]-1,3-benzothiazol-2-yl]carbamoyl]bicyclo[2.2.1]hept-5-ene-2-carboxylic acid